C1(CC1)C[SH2](C1=CC2=CN(N=C2C=C1)C=1C=NC=NC1)=N (cyclopropylmethyl)(imino)(2-(pyrimidin-5-yl)-2H-indazol-5-yl)-λ6-sulfane